5-n-Butyl-3-isobutyl-1-ethyl-4-hydroxy-pyrazol C(CCC)C1=C(C(=NN1CC)CC(C)C)O